C(C)(C)(C)OC(=O)C=1C=NN(C1)C1=CCC(CC1)C(=O)OCC.NC=1C=C(OC=2C=C(C=CC2)C(C)(C)C2=CC(=CC=C2)OC2=CC(=CC=C2)N)C=CC1 2,2-bis[3-(3-aminophenoxy)phenyl]propane Tert-butyl-1-(4-(ethoxycarbonyl)cyclohex-1-en-1-yl)-1H-pyrazole-4-carboxylate